5-(4-fluorophenyl)-4-hydroxy-2,6-dimethylpyridine-3-carboxamide FC1=CC=C(C=C1)C=1C(=C(C(=NC1C)C)C(=O)N)O